ClC1=CC=C(C(=O)C2=C3N(C=4C(=CC=C(C24)[N+](=O)[O-])F)CCCN3)C=C1 10-(4-chlorobenzoyl)-6-fluoro-9-nitro-1,2,3,4-tetrahydropyrimido[1,2-a]indole